C(#N)CCC(C)(C)N(P(OCC1(CCN(CC1)C(CCCCCNC(C1=CC=C(C=C1)\N=N\C1=CC=C(C=C1)N(C)C)=O)=O)COC(C1=CC=CC=C1)(C1=CC=C(C=C1)OC)C1=CC=C(C=C1)OC)[O-])C(C)C (E)-(4-((bis(4-methoxyphenyl)(phenyl)methoxy)methyl)-1-(6-(4-((4-(dimethylamino)phenyl)diazenyl)benzamido)-hexanoyl)piperidin-4-yl)methyl (2-cyanoethyl)diisopropylphosphoramidite